3-[(E)-2-ethoxyethenyl]-3',5'-difluoro-[1,1'-biphenyl]-2-carbonitrile C(C)O/C=C/C1=C(C(=CC=C1)C1=CC(=CC(=C1)F)F)C#N